N,N-diethyl-5-methyl-[1,2,4]triazolo[1,5-a]pyrimidin-7-amine C(C)N(C1=CC(=NC=2N1N=CN2)C)CC